silicon tin gallium [Ga].[Sn].[Si]